(4-((3-methyl-4-oxo-3,4-dihydrophthalazin-1-yl)methyl)phenyl)carbamic acid tert-butyl ester C(C)(C)(C)OC(NC1=CC=C(C=C1)CC1=NN(C(C2=CC=CC=C12)=O)C)=O